(E)-1-Hydroxy-4-[4-[(E)-3-[4-(4-methylpiperazin-1-yl)phenyl]-3-oxoprop-1-enyl]phenyl]but-3-en-2-one OCC(\C=C\C1=CC=C(C=C1)\C=C\C(=O)C1=CC=C(C=C1)N1CCN(CC1)C)=O